4-amino-1-methyl-N-(1-methylpyrrolidin-3-yl)-1H-imidazole-2-carboxamide NC=1N=C(N(C1)C)C(=O)NC1CN(CC1)C